C(CCCCCCCCC)(=O)[O-].[Hg+] mercury n-decanoate